CC(COC(C=C)=O)(COCCC[Si](O[Si](C)(C)C)(O[Si](C)(C)C)C)O propenoic acid-2-methyl-2-hydroxy-3-[3-[1,3,3,3-tetramethyl-1-[(trimethylsilyl)oxy]-1-disiloxanyl]propoxy]propyl ester